ethyl 5-chloropyrido[3,4-e][1,2,4]triazolo[4,3-c]pyrimidine-3-carboxylate ClC1=NC2=C(C=3N1C(=NN3)C(=O)OCC)C=NC=C2